C(CCCCCCC\C=C/CCCC)(=O)OCCCCCCCCCCCCCCCCCCCCCCCCCCCCC(CC)C 29-methylhentriacontyl myristoleate